C(CCC)OC1=CC=C(C=C1)S(=O)(=O)OC1=C(C=CC=C1)NC(NC1=C(C=CC=C1)OS(=O)(=O)C1=CC=C(C=C1)OCCCC)=O bis-[2-(p-butoxybenzenesulfonyloxy)phenyl]urea